FC=1C=C(OC2CNC2)C=C(C1C=O)F 3-(3,5-difluoro-4-formyl-phenoxy)azetidine